5-(3-((tert-butoxycarbonyl)(cyclopropyl)amino)pyrrolidin-1-yl)pyrazine-2-carboxylic acid C(C)(C)(C)OC(=O)N(C1CN(CC1)C=1N=CC(=NC1)C(=O)O)C1CC1